CNC1=NC(=NC(=C1)C=1C=NC=CC1)C1CN(CCC1)C(CC)=O 1-(3-(4-(methylamino)-6-(pyridin-3-yl)pyrimidin-2-yl)piperidin-1-yl)propan-1-one